CC(OC(NCCNS(CC(=O)OC)(=O)=O)=O)(C)C methyl 10,10-dimethyl-3,3,8-trioxo-9-oxa-3λ6-thia-4,7-diazaundecan-1-oate